FC1=CC=C(COC2=CC=C(CN3CCC(CC3)C=3C=C4CN(C(C4=CC3)=O)C3C(NC(CC3)=O)=O)C=C2)C=C1 3-(5-(1-(4-((4-fluorobenzyl)oxy)benzyl)piperidin-4-yl)-1-oxoisoindolin-2-yl)piperidine-2,6-dione